5-ethyl-6-fluoronaphthalene C(C)C1=C2C=CC=CC2=CC=C1F